[PH2](=O)[O-].[Mn+2].[PH2](=O)[O-] Manganous hypophosphite